C(O)([O-])=O.[Mg+2].C(O)([O-])=O magnesium hydrogencarbonate